tert-butyl (1R,5S)-3-(9-hydroxy-4-oxo-2,3-dihydro-4H-1-thia-3a,5,8-triazaphenalen-6-yl)-3,8-diazabicyclo[3.2.1]octane-8-carboxylate OC1=NC=C2C(=NC(N3CCSC1=C32)=O)N3C[C@H]2CC[C@@H](C3)N2C(=O)OC(C)(C)C